C1(CCCC1)C1=NN=C(S1)NC(C(C1=CC=C(C=C1)C=1N=NN(N1)C)C1CC(CC1)(F)F)=O N-(5-Cyclopentyl-1,3,4-thiadiazol-2-yl)-2-(3,3-difluorocyclopentyl)-2-(4-(2-methyl-2H-tetrazol-5-yl)phenyl)acetamide